[Si](C)(C)(C(C)(C)C)N[SiH](C=C(C)C)N[Si](C)(C)C(C)(C)C bis{(t-butyldimethylsilyl)amino}dimethylvinylsilane